2,6-diethylphenyl-methoxymethyl-chloroacetamide C(C)C1=C(C(=CC=C1)CC)C(C(=O)N)(Cl)COC